Ammonium Water O.[NH4+]